5-fluoro-4'-((4-methoxy-6-(methylsulfonyl)pyridin-2-yl)amino)-[2,3'-bipyridin-6'-yl]acetamide FC=1C=CC(=NC1)C=1C=NC(=CC1NC1=NC(=CC(=C1)OC)S(=O)(=O)C)CC(=O)N